PARA-TERTBUTYL-CYCLOHEXANOL C(C)(C)(C)C1CCC(CC1)O